C12(CC3CC(CC(C1)C3)C2)NCCCN2CCN(CC2)CC2=C3C(N(C(=NC3=CC=C2)C)C2C(NC(CC2)=O)=O)=O 3-(5-((4-(3-(((1s,3s)-adamantan-1-yl)amino)propyl)piperazin-1-yl)methyl)-2-methyl-4-oxoquinazolin-3(4H)-yl)piperidine-2,6-dione